ClCC1=CC=C(C=C1)N1C(=NC=2C1=NC(=CC2)OC(C)C)C=2C(=NC=CC2)N 3-(3-(4-(chloromethyl)phenyl)-5-isopropoxy-3H-imidazo[4,5-b]pyridin-2-yl)pyridin-2-amine